(E)-2,2-dimethylpropionic acid CC(C(=O)O)(C)C